C(C)OC=1C(=C(C=CC1C1(OCCO1)C)\C=N\S(=O)C(C)(C)C)C N-{(E)-[3-ethoxy-2-methyl-4-(2-methyl-1,3-dioxolan-2-yl)phenyl]methylene}-2-methylpropan-2-sulfinamide